C(C)(C)(C)C1N(CCN[C@H]1C)C(=O)OCC1=CC=C2C=NN(C2=C1)C1CCOCC1 (1-(tetrahydro-2H-pyran-4-yl)-1H-indazol-6-yl)methanol tert-butyl-(3S)-3-methylpiperazine-1-carboxylate